6-((2S,5R)-5-(5-((2,4-dimethoxybenzyl)amino)-7,9-difluoro-[1,2,4]triazolo[1,5-c]quinazolin-2-yl)-2-methylpiperidine-1-carbonyl)-4-methylnicotinaldehyde COC1=C(CNC2=NC=3C(=CC(=CC3C=3N2N=C(N3)[C@@H]3CC[C@@H](N(C3)C(=O)C3=NC=C(C=O)C(=C3)C)C)F)F)C=CC(=C1)OC